3-(Trimethoxysilyl)-propylcarbamat CO[Si](CCCNC([O-])=O)(OC)OC